2-((4-bromophenoxy)methyl)-6-(2-methoxypropan-2-yl)-1,4-dioxan BrC1=CC=C(OCC2OC(COC2)C(C)(C)OC)C=C1